2-amino-1-(9-fluoro-3,4-dihydrobenzo[b][1,4]oxazepin-5(2H)-yl)ethan-1-one trifluoroacetic acid salt FC(C(=O)O)(F)F.NCC(=O)N1C2=C(OCCC1)C(=CC=C2)F